NCCOCCOCCOCCOCCN1[C@@H]([C@@H]([C@@H](C1=O)F)CC)COC1=NC=CC2=CC(=C(C=C12)OC)C(=O)N 1-[[(2S,3S,4S)-1-[2-[2-[2-[2-(2-aminoethoxy)ethoxy]ethoxy]ethoxy]ethyl]-3-ethyl-4-fluoro-5-oxo-pyrrolidin-2-yl]methoxy]-7-methoxy-isoquinoline-6-carboxamide